3-chloro-N-[(1r,3s)-3-{[2-(trifluoromethyl)quinolin-4-yl]amino}cyclohexyl]-1-benzothiophene-2-carboxamide ClC1=C(SC2=C1C=CC=C2)C(=O)N[C@H]2C[C@H](CCC2)NC2=CC(=NC1=CC=CC=C21)C(F)(F)F